4-fluoro-2-(1H-benzimidazol-5-yl)phenol FC1=CC(=C(C=C1)O)C1=CC2=C(NC=N2)C=C1